Tert-Butyl-sulfuryl chloride C(C)(C)(C)S(=O)(=O)Cl